ClC1=CC2=C(N(C(C3=C(N2CCCCNC/C=C/C(=O)OCC)C=CC=C3)=O)C)C=C1 ethyl (E)-4-{[4-(7-chloro-10-methyl-11-oxo-10,11-dihydro-5H-dibenzo[b,e][1,4]diazepin-5-yl)butyl]amino}but-2-enoate